tert-Butyl (E)-3-(3-(3-(dimethylamino)acryloyl)-2-methylpyrazolo[1,5-a]pyrimidin-7-yl)piperidine-1-carboxylate CN(/C=C/C(=O)C=1C(=NN2C1N=CC=C2C2CN(CCC2)C(=O)OC(C)(C)C)C)C